bis-pinacol boronate B(O)O.OC(C)(C)C(C)(C)O.OC(C)(C)C(C)(C)O